COC1=C(C=C(C=C1)CS(=O)(=O)/C=C/C2=C(C=C(C=C2OC)OC)OC)NCC(=O)O The molecule is an N-[2-methoxy-5-({[2-(2,4,6-trimethoxyphenyl)ethenyl]sulfonyl}methyl)phenyl]glycine in which the double bond has E-configuration. It is a non-ATP-competitive inhibitor of PLK1 with an IC50 of 9 nM and exhibits anti-cancer properties. It has a role as a microtubule-destabilising agent, an EC 2.7.11.21 (polo kinase) inhibitor, an apoptosis inducer and an antineoplastic agent. It is a conjugate acid of a rigosertib(1-).